2-[4-[2-(dimethylamino)ethoxy]anilino]-8-((1r,3r)-3-hydroxy-3-methyl-cyclobutyl)-6-(5-methyl-4-prop-2-enoyl-2,3-dihydroquinoxalin-1-yl)pyrido[2,3-d]pyrimidin-7-one CN(CCOC1=CC=C(NC=2N=CC3=C(N2)N(C(C(=C3)N3CCN(C2=C(C=CC=C32)C)C(C=C)=O)=O)C3CC(C3)(C)O)C=C1)C